methyl (2E)-2-methoxyimino-2-[2-[[(Z)-[2-methoxy-1-(2,4,6-tri-fluorophenyl)ethylidene] amino]oxymethyl]-3-methyl-phenyl]acetate CO\N=C(\C(=O)OC)/C1=C(C(=CC=C1)C)CO\N=C(/COC)\C1=C(C=C(C=C1F)F)F